FC=1C(=NN(C1)CC1=CC=C(C=C1)OC)N 4-fluoro-1-[(4-methoxyphenyl)methyl]-1H-pyrazol-3-amine